COC1=CC=C(C=C1)C=1C=CC=C2C=C(NC12)C(=O)O 7-(4-methoxyphenyl)-1H-indole-2-carboxylic acid